C(C)(C)OCCOCC1=CC=C(C=C1)O 4-isopropoxyethoxymethyl-phenol